C(#N)C=1C(=C2C(=NC(=NC2=C(C1C1=CC(=CC2=CC=CC(=C12)F)OCOC)F)S(=O)(=O)C)N1CC2CCC(C1)N2C(=O)OC(C)(C)C)F tert-butyl 3-(6-cyano-5,8-difluoro-7-(8-fluoro-3-(methoxymethoxy) naphthalen-1-yl)-2-(methylsulfonyl)quinazolin-4-yl)-3,8-diazabicyclo[3.2.1]octane-8-carboxylate